[1,1'-biphenyl]-2-boronic acid C=1(C(=CC=CC1)B(O)O)C1=CC=CC=C1